C(C)C1=C(C#N)C=CC(=C1)C=1N(C=C(N1)C(F)(F)F)C ethyl-4-(1-methyl-4-(trifluoromethyl)-1H-imidazol-2-yl)benzonitrile